FC1=C2C(NC(=NC2=CC(=C1)OCC1CCOCC1)CSC1CCN(CC1)C1CN(C1)C1CCN(CC1)C1=C(C=C(C=C1)[N+](=O)[O-])F)=O 5-fluoro-2-(((1-(1-(1-(2-fluoro-4-nitrophenyl)piperidin-4-yl)azetidin-3-yl)piperidin-4-yl)thio)methyl)-7-((tetrahydro-2H-pyran-4-yl)methoxy)quinazolin-4(3H)-one